3-[(1R)-1-[2-(1,3-Benzoxazol-2-yl)-3,6-dimethyl-4-oxo-chromen-8-yl]ethoxy]-6-chloro-pyridine-2-carboxamide O1C(=NC2=C1C=CC=C2)C=2OC1=C(C=C(C=C1C(C2C)=O)C)[C@@H](C)OC=2C(=NC(=CC2)Cl)C(=O)N